tert-butyl (R)-2-carbamoylpyrrolidine-1-carboxylate C(N)(=O)[C@@H]1N(CCC1)C(=O)OC(C)(C)C